6-(2,6-dichlorophenyl)-2-{[4-(3,3-difluoropiperidin-1-yl)phenyl]amino}imidazo[1,2-a]pyrimido[5,4-e]pyrimidin-5(6H)-one ClC1=C(C(=CC=C1)Cl)N1C=2N(C3=C(C1=O)C=NC(=N3)NC3=CC=C(C=C3)N3CC(CCC3)(F)F)C=CN2